5-[(diphenylmethylene)amino]Pyridine-3-sulfonamide methyl-6-amino-2-((1S)-1-((tert-butylsulfinyl)amino)-1,3-dihydrospiro[indene-2,4'-piperidin]-1'-yl)-5-iodopyrimidine-4-carboxylate COC(=O)C1=NC(=NC(=C1I)N)N1CCC2(CC1)[C@@H](C1=CC=CC=C1C2)NS(=O)C(C)(C)C.C2(=CC=CC=C2)C(C2=CC=CC=C2)=NC=2C=C(C=NC2)S(=O)(=O)N